2-(benzo[1,2-b:5,4-b']dithiophen-2-yl)-4,4,5,5-tetramethyl-1,3,2-dioxaborolan S1C2=C(C=C1B1OC(C(O1)(C)C)(C)C)C=C1C(SC=C1)=C2